CC(C(C1=C(C(=C(O)C(=C1C)C)CC=C)CC=C)(C)C1=CC=C(C=C1)O)C tetramethyl-diallyl-bisphenol A